1-(3-(4-(4-(1-(pentan-3-yl)-1H-pyrazol-4-yl)pyrazolo[1,5-a]pyrazin-6-yl)-1H-pyrazol-1-yl)azetidin-1-yl)ethanone CCC(CC)N1N=CC(=C1)C=1C=2N(C=C(N1)C=1C=NN(C1)C1CN(C1)C(C)=O)N=CC2